Ethyl (2R)-2-[5-bromo-6-(4-fluorophenyl)thieno[2,3-d]pyrimidin-4-yl]oxy-3-[2-[[2-[2-(2-methoxyethoxy)phenyl]pyrimidin-4-yl]methoxy]phenyl]propanoate BrC1=C(SC=2N=CN=C(C21)O[C@@H](C(=O)OCC)CC2=C(C=CC=C2)OCC2=NC(=NC=C2)C2=C(C=CC=C2)OCCOC)C2=CC=C(C=C2)F